NC=1C=C(OC=2C=C(C=C(C2)C)C=2C3=C(C(N(C2)C)=O)NC(=C3)C=3NC(=CC3)C)C=CC1C 4-(3-(3-Amino-4-methylphenoxy)-5-methylphenyl)-6-methyl-2-(5-methyl-1H-pyrrol-2-yl)-1H-pyrrolo[2,3-c]pyridin-7(6H)-one